FC(C1=C(C(=CC=C1OCCN(C)CCCF)F)[C@H]1N([C@@H](CC2=C1NC1=CC=CC=C21)C)C[C@@H](C(=O)O)C)F (S)-3-((1R,3R)-1-(2-(difluoromethyl)-6-fluoro-3-(2-((3-fluoropropyl)(methyl)amino)ethoxy)phenyl)-3-methyl-1,3,4,9-tetrahydro-2H-pyrido[3,4-b]indol-2-yl)-2-methylpropanoic acid